CC1=CC=C(C=C1)S(=O)(=O)OCC1CCN(CC1)C1=CC=C(C=C1)N1C(N(C(C1(C)C)=O)C1=CC(=C(C=C1)C#N)C(F)(F)F)=S (1-(4-(3-(4-Cyano-3-(trifluoromethyl)phenyl)-5,5-dimethyl-4-oxo-2-thioxoimidazolidin-1-yl)phenyl)piperidin-4-yl)methyl 4-methylbenzenesulfonate